F[C@@H]1[C@H]([C@H](N(C1)C(=O)OCC1=CC=CC=C1)C(=O)OCC1=CC=CC=C1)OC (2S,3S,4S)-Dibenzyl 4-fluoro-3-methoxypyrrolidine-1,2-dicarboxylate